tert-butyl (5-(8-aminoimidazo[1,2-a]pyridin-5-yl)-7-cyclobutyl-7H-pyrrolo[2,3-d]pyrimidin-4-yl)(tert-butoxycarbonyl)carbamate NC=1C=2N(C(=CC1)C1=CN(C=3N=CN=C(C31)N(C(OC(C)(C)C)=O)C(=O)OC(C)(C)C)C3CCC3)C=CN2